ClC1=CC=C(C=N1)CN1C=CC=C2C1=NC(N(C2=O)C2=CSC=C2)=O 8-((6-chloropyridin-3-yl)methyl)-3-(thien-3-yl)pyrido[2,3-d]pyrimidine-2,4(3h,8h)-dione